C=C1CCCCC1 METHYLENECYCLOHEXANE